1-Azabicyclo[3.2.2]nonan-4-yl (2-(4'-(3-(1H-1,2,3-triazol-1-yl)propoxy)-[1,1'-biphenyl]-4-yl)propan-2-yl)carbamate N1(N=NC=C1)CCCOC1=CC=C(C=C1)C1=CC=C(C=C1)C(C)(C)NC(OC1CCN2CCC1CC2)=O